N-(5-(chloromethyl)-1H-1,2,4-triazol-3-yl)methanesulfonamide ClCC1=NC(=NN1)NS(=O)(=O)C